The molecule is a fumarate salt prepared from equimolar amounts of tenofovir disoproxil and fumaric acid. It is used in combination therapy for the treatment of HIV infection. It has a role as a prodrug, a HIV-1 reverse transcriptase inhibitor and an antiviral drug. It contains a tenofovir disoproxil. C[C@H](CN1C=NC2=C(N=CN=C21)N)OCP(=O)(OCOC(=O)OC(C)C)OCOC(=O)OC(C)C.C(=C/C(=O)O)\\C(=O)O